CC1=CC(=NC=C1C1=NC=C2C3=C(N=CC2=C1)NC=C3)[C@@H](CC)O (R)-1-(4-methyl-5-(7H-pyrrolo[2,3-c][2,6]naphthyridin-3-yl)pyridin-2-yl)propan-1-ol